FC(C1=NN=C(O1)C=1C=CC(=NC1)CN1C(N(C2=C1C=CC(=C2)C2=CC=NC=C2)C)=O)F 1-((5-(5-(difluoromethyl)-1,3,4-oxadiazol-2-yl)pyridin-2-yl)methyl)-3-methyl-5-(pyridin-4-yl)-1,3-dihydro-2H-benzo[d]imidazol-2-one